2-(((R)-1-(3-cyano-2-((R)-4-(4-cyanophenyl)-3-methylpiperazin-1-yl)-7-methyl-4-oxo-4H-pyrido[1,2-a]pyrimidin-9-yl)ethyl)amino)benzoic acid C(#N)C1=C(N=C2N(C1=O)C=C(C=C2[C@@H](C)NC2=C(C(=O)O)C=CC=C2)C)N2C[C@H](N(CC2)C2=CC=C(C=C2)C#N)C